FC(CC(C(=O)NC1=NC=CC(=C1)C1=C(C2=NC(=CC(=C2N1)C)F)C1=NC=CC=C1)C1=CC=C(C=C1)F)F (+)-4,4-difluoro-N-{4-[5-fluoro-7-methyl-3-(pyridin-2-yl)-1H-pyrrolo[3,2-b]pyridin-2-yl]pyridin-2-yl}-2-(4-fluorophenyl)butanamide